4-((4-Acetylpiperazin-1-Yl)Methyl)-N-(4-Chloro-3-(Pyridin-2-Yl)Phenyl)Benzamide C(C)(=O)N1CCN(CC1)CC1=CC=C(C(=O)NC2=CC(=C(C=C2)Cl)C2=NC=CC=C2)C=C1